tert-Butyl 4-[4-(3-cyano-4-methoxy-pyrazolo[1,5-a]pyridine-6-yl)-5-methyl-triazol-1-yl]piperidine-1-carboxylate C(#N)C=1C=NN2C1C(=CC(=C2)C=2N=NN(C2C)C2CCN(CC2)C(=O)OC(C)(C)C)OC